N1OC(CCO1)N1OC2=CC=CC(=C2O1)OCC(=O)C1NCCC(C1)C1(C(=O)N)CC(=CC=C1)OC 1-(2-((2-(2,6-dioxapiperidin-3-yl)-1,3-dioxaisoindol-4-yloxy)acetyl)piperidin-4-yl)-3-methoxybenzamide